NC1=C(C=C(N=N1)C1=C(C=CC=C1)O)N1CC2CCC(C1)N2C2=CC(=NC=C2)C#CCN2CC1(CC1)C2 2-[6-amino-5-[8-[2-[3-(5-azaspiro[2.3]hex-5-yl)prop-1-ynyl]-4-pyridinyl]-3,8-diazabicyclo[3.2.1]oct-3-yl]pyridazin-3-yl]phenol